8,8'-((3-((2-(Methylamino)-3,4-Dioxocyclobut-1-En-Yl)Amino)Propyl)Azanediyl)Bis(N,N-Didecyloctanamide) CNC1=C(C(C1=O)=O)NCCCN(CCCCCCCC(=O)N(CCCCCCCCCC)CCCCCCCCCC)CCCCCCCC(=O)N(CCCCCCCCCC)CCCCCCCCCC